sodium p-t-butylbenzenesulfinate C(C)(C)(C)C1=CC=C(C=C1)S(=O)[O-].[Na+]